ClC=1C=C(C=CC1OCC1=NC=CC=C1)NC1=NC=NC2=CC=C(C(=C12)OC1CCC1)NC(C=CC1N(CCC1)C)=O N-(4-((3-chloro-4-(pyridin-2-ylmethoxy)phenyl)amino)-5-cyclobutyloxyquinazolin-6-yl)-3-(1-methylpyrrolidin-2-yl)acrylamide